O1CCN(CC1)C1=C(C=C2C(=N1)C(N(C2)C2CCN(CC2)C(=O)OC(C)(C)C)=O)[N+](=O)[O-] tert-butyl 4-(2-morpholino-3-nitro-7-oxo-5H-pyrrolo[3,4-b]pyridin-6-yl)piperidine-1-carboxylate